N2-dimethylguanosine CN(C)C1=NC2=C(C(=O)N1)N=CN2[C@H]3[C@@H]([C@@H]([C@H](O3)CO)O)O